N-[([2-[4-(2-ethyl-4,6-dimethyl-1H-imidazo[4,5-c]pyridin-1-yl)phenyl]ethyl]amino)-carbonyl]-4-methylbenzenesulfonamide C(C)C=1N(C2=C(C(=NC(=C2)C)C)N1)C1=CC=C(C=C1)CCNC(=O)NS(=O)(=O)C1=CC=C(C=C1)C